2-(4-bromophenyl)-xanthone BrC1=CC=C(C=C1)C1=CC=2C(C3=CC=CC=C3OC2C=C1)=O